(4S)-N-((R or S)-(4-chlorophenyl)((R or S)-2,2-dimethyl-1-(2,2,2-trifluoroethyl)piperidin-4-yl)methyl)-2-oxoimidazolidine-4-carboxamide ClC1=CC=C(C=C1)[C@H](NC(=O)[C@H]1NC(NC1)=O)[C@H]1CC(N(CC1)CC(F)(F)F)(C)C |o1:7,17|